2-iodo-5-isopropyl-[1,2,4]triazolo[1,5-a]pyridine IC1=NN2C(C=CC=C2C(C)C)=N1